ClC1=CC=C(C=C1)C1(CC(C1)C)C(=O)N1[C@@H](C2=CC=CC=C2C1)C(=O)N[C@H](C#C)CC(=O)N Z-(1S)-2-[1-(4-Chlorophenyl)-3-methyl-cyclobutanecarbonyl]-N-[(1S)-1-(2-amino-2-oxo-ethyl)prop-2-ynyl]isoindoline-1-carboxamide